1,1-dioxido-2,3-dihydrothiophen-3-yl [1,1'-biphenyl]-4-carboxylate C1(=CC=C(C=C1)C(=O)OC1CS(C=C1)(=O)=O)C1=CC=CC=C1